4-cyanoImidazole C(#N)C=1N=CNC1